bis(2-hydroxyethyl)-1,3-propylenediamine OCCNCCCNCCO